C(C)OC1=C(N)C=CC=C1 2-ethoxyaniline